C(C1=CC=CC=C1)(C1=CC=CC=C1)N1C2CN(CC1CC2)CC=2C=C1C(N(C(C1=CC2)=O)N2C(NC(CC2)=O)=O)=O 5-((8-benzhydryl-3,8-diazabicyclo[3.2.1]oct-3-yl)methyl)-2-(2,4-dioxotetrahydropyrimidin-1(2H)-yl)isoindoline-1,3-dione